N-methyl-N-nonyl-toluidine CN(C=1C(=CC=CC1)C)CCCCCCCCC